N,N-dipropylamine C(CC)NCCC